COC1=C(C=C(C(=C1)CCC)OC)\C=C(/C)\[N+](=O)[O-] (E)-1,4-dimethoxy-2-(2-nitroprop-1-en-1-yl)-5-propylbenzene